C(C=C)(=O)N1C[C@@H](CCC1)N1C(N(C=2C=NC=CC21)C2=CC=C(C=C2)OC2=CC(=CC=C2)Cl)=O (R)-1-(1-acryloylpiperidin-3-yl)-3-(4-(3-chlorophenoxy)phenyl)-1H-imidazo[4,5-c]pyridin-2(3H)-one